ClC=1C(=C(C=CC1Cl)O)C1CC=2N(C(=CN2)N2CCN(CC2)C(C)C)C1 3,4-dichloro-2-(3-(4-isopropylpiperazin-1-yl)-6,7-dihydro-5H-pyrrolo[1,2-a]imidazol-6-yl)phenol